ClC=1C=C(C=C(C1)C=1C=C2C=C(C(=NC2=CC1)N1CCNCC1)Cl)CN [3-chloro-5-(3-chloro-2-piperazin-1-yl-6-quinolyl)phenyl]methanamine